3-(4-chlorophenyl)-3-hydroxy-1-(4-(6-(1-methyl-1H-pyrazol-4-yl)pyrazolo[1,5-a]pyridin-3-yl)piperazin-1-yl)propan-1-one ClC1=CC=C(C=C1)C(CC(=O)N1CCN(CC1)C=1C=NN2C1C=CC(=C2)C=2C=NN(C2)C)O